1-[(2R)-2-methyl-4-{4-[(3-methyl-4-{[1,2,4]triazolo[1,5-a]pyridin-7-yloxy}phenyl)amino]pyrido[3,4-d]pyrimidin-6-yl}piperazin-1-yl]prop-2-en-1-one C[C@H]1N(CCN(C1)C1=CC2=C(N=CN=C2NC2=CC(=C(C=C2)OC2=CC=3N(C=C2)N=CN3)C)C=N1)C(C=C)=O